2-(2-((5-(3-(aminomethyl)phenyl)-1-methyl-1H-indazol-3-yl)methoxy)-4-methoxyphenyl)acetic acid NCC=1C=C(C=CC1)C=1C=C2C(=NN(C2=CC1)C)COC1=C(C=CC(=C1)OC)CC(=O)O